OCC1(CC1)S(=O)(NCC1=CC=C(C=C1)OC)=N 1-(hydroxymethyl)-N-(4-methoxybenzyl)cyclopropane-1-sulfonimidamide